(2,3-dimethylphenyl)-6-methoxy-3-(1-methyl-1H-pyrazol-4-yl)-1H-pyrazolo[4,3-b]pyridine CC1=C(C=CC=C1C)N1N=C(C2=NC=C(C=C21)OC)C=2C=NN(C2)C